4-n-octyl-4'-cyanobiphenyl C(CCCCCCC)C1=CC=C(C=C1)C1=CC=C(C=C1)C#N